ClC1=C(C=C(C=C1)N1C(OCC[C@H]1C1=NC2=C(N1[C@@H]1CC[C@H](CC1)OC([2H])([2H])[2H])C=CC(=C2)C=2C(=NOC2C)C)=O)OC (S)-3-(4-chloro-3-methoxyphenyl)-4-(5-(3,5-dimethylisoxazol-4-yl)-1-((trans)-4-(methoxy-d3)cyclohexyl)-1H-benzo[d]imidazol-2-yl)-1,3-oxazinane-2-one